ethyl 2-(6-bromo-4-(hydroxymethyl)-1-oxophthalazin-2(1H)-yl)acetate BrC=1C=C2C(=NN(C(C2=CC1)=O)CC(=O)OCC)CO